C(C([2H])([2H])[2H])(N1N=CC(=C1)B1OC(C(O1)(C)C)(C)C)([2H])[2H] 1-(ethyl-d5)-4-(4,4,5,5-tetramethyl-1,3,2-dioxaborolan-2-yl)-1H-pyrazole